(2-cyclopropyl-4-(2-fluorophenoxy)phenyl)(4-(((3R,6S)-6-(hydroxymethyl)tetrahydro-2H-pyran-3-yl)amino)-1H-pyrrolo[2,3-b]pyridin-3-yl)methanone C1(CC1)C1=C(C=CC(=C1)OC1=C(C=CC=C1)F)C(=O)C1=CNC2=NC=CC(=C21)N[C@H]2CO[C@@H](CC2)CO